OCC1(COC1)C1=CC=C(C=C1)C#CC=1C(=C(C(=O)O)C=CC1)C1=CC=C2C=CNC2=C1 3-(2-{4-[3-(Hydroxymethyl)oxetan-3-yl]phenyl}ethynyl)-2-(1H-indol-6-yl)benzoic acid